Cl.FC(C1(CNC1)N)(F)F 3-(trifluoromethyl)azetidin-3-amine hydrochloride